FC(CN1N=NC2=C1C=C(C=C2F)C=2C=CN1N=C(N=C(C12)OC)N[C@@H]1[C@@H](CN(CC1)C)F)F 5-(1-(2,2-difluoroethyl)-4-fluoro-1H-benzo[d][1,2,3]triazol-6-yl)-N-((3R,4S)-3-fluoro-1-methylpiperidin-4-yl)-4-methoxypyrrolo[2,1-f][1,2,4]triazin-2-amine